(Z)-2-(2-fluorobenzoyl)-3-(dimethylamino)acrylic acid methyl ester COC(\C(=C/N(C)C)\C(C1=C(C=CC=C1)F)=O)=O